7-cyano-N-[(4-fluorophenyl)-methyl]-2-methoxy-4-methyl-quinoline-3-carboxylic acid amide C(#N)C1=CC=C2C(=C(C(=NC2=C1)OC)C(=O)NCC1=CC=C(C=C1)F)C